ClC1=CC=C(S1)C(=O)NC(N(C1=CC=CC=C1)OC1=NC=CC(=C1)C(F)(F)F)=S 5-chloro-N-[(4-trifluoromethyl-pyridine-2-oxy)phenylthiocarbamoyl]thiophene-2-carboxamide